2-chloro-3-pyridineformylchloride ClC1=NC=CC=C1C(=O)Cl